CC1=C(CSC=2C=C(C(=O)O)C=CC2)C(=CC=C1)C 3-((2,6-Dimethylbenzyl)thio)benzoic acid